ClC=1C(=C(C=CC1)C1=CC=CC=C1)F 3-chloro-2-fluoro-1,1'-biphenyl